(S)-N-(3-(4-methoxyphenyl)isoxazol-5-yl)-4-methyl-2-(4-methylphenylsulfonyl)pentanamide COC1=CC=C(C=C1)C1=NOC(=C1)NC([C@H](CC(C)C)S(=O)(=O)C1=CC=C(C=C1)C)=O